4-((3S,4R)-4-(4-bromophenyl)-3-fluoropiperidin-1-yl)-5-fluoro-2-methoxyaniline BrC1=CC=C(C=C1)[C@@H]1[C@@H](CN(CC1)C1=CC(=C(N)C=C1F)OC)F